3-(4-cyano-2-pyridyl)-N-methyl-4-[[5-(trifluoromethyl)-2-pyridyl]amino]benzenesulfonamide C(#N)C1=CC(=NC=C1)C=1C=C(C=CC1NC1=NC=C(C=C1)C(F)(F)F)S(=O)(=O)NC